C1=C(C(=O)NC(=O)N1[C@H]2[C@@H]([C@@H]([C@H](O2)CO)O)O)Br BROMOURIDINE